4-[1-(4-amino-3-methyl-1H-pyrazolo[3,4-d]pyrimidin-1-yl)ethyl]-6-chloro-3-methoxy-2-(1-methylazetidin-3-yl)benzonitrile NC1=C2C(=NC=N1)N(N=C2C)C(C)C2=C(C(=C(C#N)C(=C2)Cl)C2CN(C2)C)OC